C(CC)N1CCN(CC1)C1=NC=C(C=C1)B1OC(C)(C)C(C)(C)O1 2-(4-propylpiperazin-1-yl)pyridine-5-boronic acid pinacol ester